(R)-5-amino-N-(sec-butyl)-N-((5-cyclopropyl-6-methylpyridin-2-yl)methyl)-6,8-dihydro-1H-furo[3,4-d]pyrrolo[3,2-b]pyridine-2-carboxamide NC1=C2C(=C3C(=N1)C=C(N3)C(=O)N(CC3=NC(=C(C=C3)C3CC3)C)[C@H](C)CC)COC2